BrC1=NN(C2=NC=NC(=C21)N)CCS(=O)(=O)C 3-Bromo-1-(2-(methylsulfonyl)ethyl)-1H-pyrazolo[3,4-d]pyrimidin-4-ylamine